(4-methylbenzylamino)pregn-5-en CC1=CC=C(CNCC[C@H]2CC[C@H]3[C@@H]4CC=C5CCCC[C@]5(C)[C@H]4CC[C@]23C)C=C1